C(C#C)N1CCS(CC1)(=O)=O 4-propargylthiomorpholine 1,1-dioxide